C1(CC1)C=1C=C(C(=O)NC2=NC=CC=N2)C=CC1NC1=C(C=CC=C1)C(NCCC(C)C)=O 3-Cyclopropyl-4-({2-[(3-methylbutyl)carbamoyl]phenyl}amino)-N-(pyrimidin-2-yl)benzamide